FC1=C(C=C(C=C1)F)C1=NNC=C1C1=NC2=CC(=CC=C2C=N1)C=1C=NN(C1)C (3-(2,5-difluorophenyl)-1H-pyrazol-4-yl)-7-(1-methyl-1H-pyrazol-4-yl)quinazoline